1-(3-aminopiperidin-1-yl)-6-(p-tolyl)pyrrolo[1,2-a]pyridine NC1CN(CCC1)C=1C=CN2C1C=CC(=C2)C2=CC=C(C=C2)C